chloro-2-(methylsulfinyl)benzene ClC1=C(C=CC=C1)S(=O)C